4-nitrophenyltetrazole [N+](=O)([O-])C1=CC=C(C=C1)C1=NN=NN1